N-[4-(2-amino-5-{4-[(2S)-1,4-dioxan-2-ylmethoxy]-3-methoxyphenyl}pyridin-3-yl)phenyl]-5-(4-methylphenyl)-4-oxo-1-(tetrahydro-2H-pyran-4-ylmethyl)-1,4-dihydropyridine-3-carboxamide NC1=NC=C(C=C1C1=CC=C(C=C1)NC(=O)C1=CN(C=C(C1=O)C1=CC=C(C=C1)C)CC1CCOCC1)C1=CC(=C(C=C1)OC[C@H]1OCCOC1)OC